N-(4-Aminothiazol-2-yl)sulfonyl-6-(3-fluoro-5-isobutoxyphenyl)-2-(2,2,4-trimethylpyrrolidin-1-yl)pyridin-3-carboxamid NC=1N=C(SC1)S(=O)(=O)NC(=O)C=1C(=NC(=CC1)C1=CC(=CC(=C1)OCC(C)C)F)N1C(CC(C1)C)(C)C